CC1(CCCCC1)CC(=O)N 1-methylcyclohexyl-acetamide